tert-Butyl N-[4-carbamoyl-5-[2-chloro-4-[2-[[3-(2,2-dimethylpropyl)isoxazol-5-yl]amino]-2-oxo-ethyl]-3-fluorophenyl]-2-isopropyl-pyrazol-3-yl]carbamate C(N)(=O)C1=C(N(N=C1C1=C(C(=C(C=C1)CC(=O)NC1=CC(=NO1)CC(C)(C)C)F)Cl)C(C)C)NC(OC(C)(C)C)=O